1-Dodecyl-4-butylpyridinium chlorid [Cl-].C(CCCCCCCCCCC)[N+]1=CC=C(C=C1)CCCC